bis(2,3-dicarboxyphenyl)ether C(=O)(O)C1=C(C=CC=C1C(=O)O)OC1=C(C(=CC=C1)C(=O)O)C(=O)O